NCCN(C=1SC=C(N1)C1=NC(=CC(=N1)N)N)C=1C=C(C=CC1C)C1=CC=C(C=C1)CCN1CCN(CC1)C 2-(2-((2-Aminoethyl)(4-methyl-4'-(2-(4-methylpiperazin-1-yl)ethyl)-[1,1'-biphenyl]-3-yl)amino)thiazol-4-yl)pyrimidine-4,6-diamine